2-hydroxy-4-dimethylaminobenzaldehyde OC1=C(C=O)C=CC(=C1)N(C)C